N,8-dimethyl-2-(trifluoromethyl)-5,8-dihydro-6H-pyrano[3,4-b]pyridin-5-amine CNC1COC(C2=NC(=CC=C21)C(F)(F)F)C